[C@@H]12CNC[C@H]2C1C#CC1=C(C=C2C(=NC=NC2=C1)NC1=CC(=C(C=C1)OCC1=CC(=CC=C1)F)Cl)[N+](=O)[O-] 7-((1R,5S,6s)-3-azabicyclo[3.1.0]hexane-6-ylethynyl)-N-(3-chloro-4-((3-fluorobenzyl)oxy)phenyl)-6-nitroquinazolin-4-amine